(2S)-2-cyclobutyl-2-(9H-fluoren-9-ylmethoxycarbonylamino)acetic acid C1(CCC1)[C@@H](C(=O)O)NC(=O)OCC1C2=CC=CC=C2C=2C=CC=CC12